(R)-4-((1R,4R)-2-oxa-5-azabicyclo[2.2.1]heptan-5-yl)-1-(phenylthio)butan-2-amine hydrochloride Cl.[C@H]12OC[C@H](N(C1)CC[C@H](CSC1=CC=CC=C1)N)C2